FC=1C(=C(C2=C(CCO2)C1)N)C1=CC=2N(C=C1)N=CC2 5-fluoro-6-(pyrazolo[1,5-a]pyridin-5-yl)-2,3-dihydrobenzofuran-7-amine